6-Methyl-3-(4-(1-oxa-8-azaspiro[4.5]dec-8-ylmethyl)phenyl)-1H-pyrrolo[2,3-c]pyridin-7(6H)-one CN1C(C2=C(C=C1)C(=CN2)C2=CC=C(C=C2)CN2CCC1(CCCO1)CC2)=O